racemic-1-(3,4,5-trifluorophenyl)-tetrahydroisoquinoline FC=1C=C(C=C(C1F)F)[C@H]1NCCC2=CC=CC=C12 |r|